Dipropylenglycol dibenzoat C(C1=CC=CC=C1)(=O)OC(C)COC(C)COC(C1=CC=CC=C1)=O